C(C(C)=C)P(O)(O)=O methallylphosphonic acid